O=C1NC(CCC1NC1=CC=C(CN2C[C@@H](CCC2)C2=CC=C(C=C2)N2N=C3C(=CC=CC3=C2)C(=O)N)C=C1)=O 2-(4-((3S)-1-(4-((2,6-dioxopiperidin-3-yl)amino)benzyl)piperidin-3-yl)phenyl)-2H-indazole-7-carboxamide